C1(CC1)C=1C(=C(C(=C(C1)CC(=O)OCC)OC)F)F ethyl 2-(5-cyclopropyl-3,4-difluoro-2-methoxyphenyl)acetate